BrC1=CC(=CC2=C1N(C(=N2)C(F)F)[C@@H](CO)C)C(=O)O (R)-7-bromo-2-(difluoromethyl)-1-(1-hydroxypropan-2-yl)-1H-benzo[d]Imidazole-5-carboxylic acid